3-Methyl-1-phenylbutan-2-ol CC(C(CC1=CC=CC=C1)O)C